tert-butyl 6-(2-cyano-4-fluorobenzyl)-2,6-diazaspiro[3.4]octane-2-carboxylate C(#N)C1=C(CN2CC3(CN(C3)C(=O)OC(C)(C)C)CC2)C=CC(=C1)F